6-acetyl-2-{[2-(4-fluorophenyl)-2-methylpropyl]amino}-5,6,7,8-tetrahydropyridino[4,3-d]pyrimidine C(C)(=O)N1CC2=C(N=C(N=C2)NCC(C)(C)C2=CC=C(C=C2)F)CC1